tert-butyl (5R,6R)-5-hydroxy-6-((R)-5H-imidazo[5,1-a]isoindol-5-yl)-2-azaspiro[3.3]heptane-2-carboxylate O[C@H]1C2(CN(C2)C(=O)OC(C)(C)C)C[C@@H]1[C@H]1N2C(C3=CC=CC=C13)=CN=C2